5-(3-(trifluoromethoxy)benzyl)-4-(3-(1-trityl-1H-imidazol-4-yl)propyl)-4H-1,2,4-triazol FC(OC=1C=C(CC=2N(C=NN2)CCCC=2N=CN(C2)C(C2=CC=CC=C2)(C2=CC=CC=C2)C2=CC=CC=C2)C=CC1)(F)F